di(iso-butyl)dimethoxysilane C(C(C)C)[Si](OC)(OC)CC(C)C